3-(tert-butyl)-1-(3,5-difluorophenyl)-1H-pyrazole-5-amine C(C)(C)(C)C1=NN(C(=C1)N)C1=CC(=CC(=C1)F)F